ClC1=CC=C(C=C1)[C@H]([C@@H](C(=O)OCC[Si](C)(C)C)C)N1[C@@](C2=C(C=C(C=C2C1=O)C(=O)C1CCOCC1)F)(OC)C1=CC=C(C=C1)Cl 2-(Trimethylsilyl)ethyl (2S,3S)-3-(4-chlorophenyl)-3-[(1R)-1-(4-chlorophenyl)-7-fluoro-1-methoxy-5-(oxane-4-carbonyl)-3-oxo-2,3-dihydro-1H-isoindol-2-yl]-2-methylpropanoate